tert-butyl (R)-(2-(1-((7-bromo methylphthalazin-1-yl)amino)ethyl)-6-(trifluoromethyl)pyridin-4-yl)(tert-butoxycarbonyl)carbamate BrCC1=CC=C2C=NN=C(C2=C1)N[C@H](C)C1=NC(=CC(=C1)N(C(OC(C)(C)C)=O)C(=O)OC(C)(C)C)C(F)(F)F